CC1=CC=C(C=C1)S(=O)(=O)O.ClC1=C(C=C(C=C1)NC(NC1=CC=C(OC2=CC(=NC=C2)C(=O)NC)C=C1)=O)C(F)(F)F 4-(4-{3-[4-Chloro-3-(trifluoromethyl)phenyl]ureido}phenoxy)N-methylpyridine-2-carboxamide 4-methylbenzenesulfonate